4-Bromo-2-((furan-2-ylmethyl)amino)Benzoic Acid BrC1=CC(=C(C(=O)O)C=C1)NCC=1OC=CC1